COC=1C=C2C(=CC=NC2=CC1)C(O)C1N2CC(C(C1)CC2)C=C (6-methoxy-4-quinolinyl)(5-vinyl-1-azabicyclo[2.2.2]octan-2-yl)methanol